ClC1=C(C=CC=2C(=C3N(C12)CCN(C3)C(CN(C(COC)=O)C)=O)C=3C=NNC3)Cl N-(2-(6,7-Dichloro-10-(1H-pyrazol-4-yl)-3,4-dihydropyrazino[1,2-a]indol-2(1H)-yl)-2-oxoethyl)-2-methoxy-N-methylacetamide